1-(2-(3-fluoro-5-(trifluoromethyl)benzyl)pyridin-4-yl)-7-methyl-1,5,6,7-tetrahydro-4H-pyrazolo[4,3-c]pyridin-4-one FC=1C=C(CC2=NC=CC(=C2)N2N=CC=3C(NCC(C32)C)=O)C=C(C1)C(F)(F)F